C[Si](CCOCN1C(C2=CC=CC=C2C=N1)=O)(C)C 2-((2-(trimethylsilyl)ethoxy)methyl)phthalazin-1-one